3-isopropyl-5-(6-(4-methylpiperazin-1-yl)pyridin-3-yl)-2-(2-methylpyridin-4-yl)-1H-indole C(C)(C)C1=C(NC2=CC=C(C=C12)C=1C=NC(=CC1)N1CCN(CC1)C)C1=CC(=NC=C1)C